4-chloro-6-(4-(4-isopropylpiperazin-1-yl)phenyl)-1-methyl-2-(1H-pyrrol-3-yl)-1H-benzo[d]imidazole ClC1=CC(=CC=2N(C(=NC21)C2=CNC=C2)C)C2=CC=C(C=C2)N2CCN(CC2)C(C)C